2-chloro-N4-(1-(4-(4-chloro-1-methyl-1H-imidazol-2-yl)phenyl)ethyl)-N5-methylpyrimidine-4,5-diamine ClC1=NC=C(C(=N1)NC(C)C1=CC=C(C=C1)C=1N(C=C(N1)Cl)C)NC